fluorocitraconic anhydride FC/C=1/C(=O)OC(\C1)=O